2-(3-chloro-2-fluoro-5-(3-methyl-1-(4-methyl-4H-1,2,4-triazol-3-yl)cyclobutyl)phenyl)-6-(((1-methylcyclobutyl)amino)methyl)-4-(trifluoro-methyl)isoindolin-1-one ClC=1C(=C(C=C(C1)C1(CC(C1)C)C1=NN=CN1C)N1C(C2=CC(=CC(=C2C1)C(F)(F)F)CNC1(CCC1)C)=O)F